4-[2-(3,4,5-trimethoxyphenyl)ethyl]resorcinol Lithium 2-[(2R,5S)-2-(1,3-benzothiazol-5-yl)-5-methyl-1-piperidyl]-2-oxo-acetate S1C=NC2=C1C=CC(=C2)[C@@H]2N(C[C@H](CC2)C)C(C(=O)[O-])=O.[Li+].COC=2C=C(C=C(C2OC)OC)CCC2=C(C=C(O)C=C2)O